N-(1-(2-(2-methoxyethoxy)ethyl)-3-(pyridin-2-yl)-1H-pyrazol-4-yl)-2-(3-methyl-1H-pyrazol-4-yl)thiazole-4-carboxamide COCCOCCN1N=C(C(=C1)NC(=O)C=1N=C(SC1)C=1C(=NNC1)C)C1=NC=CC=C1